6-chloro-N-(3-(methylsulfonyl)phenyl)-3-(4-(trifluoromethoxy)phenoxy)pyridazine-4-carboxamide ClC1=CC(=C(N=N1)OC1=CC=C(C=C1)OC(F)(F)F)C(=O)NC1=CC(=CC=C1)S(=O)(=O)C